2-chloro-6-((5-chloro-2-fluoro-4-nitrophenoxy)methyl)pyridine ClC1=NC(=CC=C1)COC1=C(C=C(C(=C1)Cl)[N+](=O)[O-])F